4-(2-(3,4-difluorobenzyl)-5-(3,5-dimethylisoxazol-4-yl)-1H-benzo[d]imidazol-1-yl)-N,N-dimethylcyclohexane-1-amine FC=1C=C(CC2=NC3=C(N2C2CCC(CC2)N(C)C)C=CC(=C3)C=3C(=NOC3C)C)C=CC1F